7,11-dimethyltridec-6,10-diene-2,5-dione CC(=CC(CCC(C)=O)=O)CCC=C(CC)C